CN1N=NC(=C1NC(O[C@H](C)C1=C(C=CC(=C1)F)Cl)=O)C1=NC(=C(C=C1)NS(=O)(=O)C)C (R)-1-(2-chloro-5-fluorophenyl)ethyl (1-methyl-4-(6-methyl-5-(methylsulfonamido) pyridin-2-yl)-1H-1,2,3-triazol-5-yl)carbamate